N-(5-(2-(azetidin-1-yl)acetamido)-2-methylpyridin-3-yl)-2-(6,7-dihydro-5H-pyrazolo[5,1-b][1,3]oxazin-3-yl)pyrazolo[5,1-b]thiazole-7-carboxamide N1(CCC1)CC(=O)NC=1C=C(C(=NC1)C)NC(=O)C=1C=NN2C1SC(=C2)C=2C=NN1C2OCCC1